(Z)-4-(1-(4-(2-(dimethylamino)ethoxy)phenyl)-5-hydroxy-2-phenylpent-1-en-1-yl)phenol CN(CCOC1=CC=C(C=C1)\C(=C(\CCCO)/C1=CC=CC=C1)\C1=CC=C(C=C1)O)C